N1N=CC2=CC(=CC=C12)NC1=NNC(=C1)C1=CC(=C(C=C1)O)F 4-(3-((1H-indazol-5-yl)amino)-1H-pyrazol-5-yl)-2-fluorophenol